O[C@@H](CC(=O)OC=1C=C(C=C(C1)OC(C[C@@H](C)O)=O)/C=C/C1=CC=C(C=C1)OC(C[C@@H](C)O)=O)C [4-[(E)-2-[3,5-bis[[(3R)-3-hydroxybutanoyl]oxy]phenyl]vinyl]phenyl](3R)-3-hydroxybutanoate